Butanediol dicaprylate C(CCCCCCC)(=O)OC(CCC)OC(CCCCCCC)=O